2-amino-6-cyclopropyl-7-[2-(2,5-difluorophenyl)ethyl]-1-(5-methyl-1-tetrahydropyran-2-yl-indazol-4-yl)pyrrolo[3,2-c]pyridine NC1=CC=2C=NC(=C(C2N1C1=C2C=NN(C2=CC=C1C)C1OCCCC1)CCC1=C(C=CC(=C1)F)F)C1CC1